N-prop-2-ynyl-4-[2-[4-(trifluoromethyl)phenoxy]phenyl]benzamide C(C#C)NC(C1=CC=C(C=C1)C1=C(C=CC=C1)OC1=CC=C(C=C1)C(F)(F)F)=O